1,2-dimethylcarbamoyloxyethane CC(CC)OC(N)=O